COC1=NC(=CC=C1C=1C2=C(N=C(N1)N)N1C(C(=C2)C#CC=2C=NC=CC2)=NCC1)N1CCNCC1 (2-methoxy-6-(piperazin-1-yl)pyridin-3-yl)-6-(pyridin-3-ylethynyl)-8,9-dihydroimidazo[1',2':1,6]pyrido[2,3-d]pyrimidin-2-amine